tert-butyl-p-methoxyphenol C(C)(C)(C)C1=C(C=CC(=C1)OC)O